(S)-4-fluoro-3-((4-((1-(4-fluorophenyl)-2-hydroxyethyl-2,2-d2)amino)-5-(1,3,4-oxadiazol-2-yl)pyrimidin-2-yl)amino)-6,9-dihydro-11H-pyridazino[1,2-a]indazol-11-one FC=1C(=CC=C2C(N3N(C12)CC=CC3)=O)NC3=NC=C(C(=N3)N[C@H](C([2H])([2H])O)C3=CC=C(C=C3)F)C=3OC=NN3